ETHYLPYRIDINE CCC1=CC=CC=N1